C(C)(C)NC1CCC(CC1)N N-isopropylcyclohexane-1,4-diamine